CC1(NNC(=C1)C(=O)N[C@@H]1[C@H](C1)C)C(=O)N 3-methyl-N5-((1s,2s)-2-methylcyclopropyl)-1H-pyrazole-3,5-dicarboxamide